The molecule is a non-proteinogenic L-alpha-amino acid that is the O-sulfo derivative of L-serine. It is an O-sulfoamino acid, a L-serine derivative and a non-proteinogenic L-alpha-amino acid. It is a conjugate acid of a L-serine O-sulfate(1-). C([C@@H](C(=O)O)N)OS(=O)(=O)O